3-((5-Bromo-3-chloro-2-hydroxyphenyl)sulfonamido)-2-hydroxy-N-methyl-5-(pentafluoro-λ6-sulfaneyl)benzamide BrC=1C=C(C(=C(C1)S(=O)(=O)NC=1C(=C(C(=O)NC)C=C(C1)S(F)(F)(F)(F)F)O)O)Cl